C1(=CC=CC=C1)C(=CS(=O)(=O)C=1C=C(C)C=CC1)NC(C(=C)C)=O N-(1-phenyl-2-(m-toluenesulfonyl)vinyl)methacrylamide